6-Bromo-N-methyl-1H-pyrrolo[3,2-c]pyridine-3-carboxamide BrC1=CC2=C(C=N1)C(=CN2)C(=O)NC